methyltetrahydrofolate calcium [Ca].COC(CC[C@@H](C(=O)O)NC(=O)C1=CC=C(NCC2CNC=3N=C(N)NC(=O)C3N2)C=C1)=O